N(=[N+]=[N-])C12CC(C1)C2 1-azidobicyclo[1.1.1]pentane